ClC=1N=C(C=2OC[C@H]3COC[C@@H](N3C2N1)C)C(C)(C)S(=O)(=O)C (cis)-3-chloro-1-(1-methanesulfonyl-1-methyl-ethyl)-5-methyl-5,6,8a,9-tetrahydro-8H-7,10-dioxa-2,4,4b-triazaphenanthrene